5-[4-(4-methylpiperazin-1-yl)phenyl]-3-(2-methylpyrazol-3-yl)-1H-pyrrolo[2,3-b]pyridine CN1CCN(CC1)C1=CC=C(C=C1)C=1C=C2C(=NC1)NC=C2C=2N(N=CC2)C